tetrakis(triphenylphosphine) platinum (0) [Pt].C1(=CC=CC=C1)P(C1=CC=CC=C1)C1=CC=CC=C1.C1(=CC=CC=C1)P(C1=CC=CC=C1)C1=CC=CC=C1.C1(=CC=CC=C1)P(C1=CC=CC=C1)C1=CC=CC=C1.C1(=CC=CC=C1)P(C1=CC=CC=C1)C1=CC=CC=C1